C1(=CC=CC=C1)[SH+]C1=CC=C(C=C1)SC1=CC=CC=C1 phenyl(4-phenylthiophenyl)sulfonium